rac-tert-butyl (3aR,7aS)-octahydro-1H-pyrrolo[2,3-c]pyridine-1-carboxylate N1(CC[C@@H]2[C@H]1CNCC2)C(=O)OC(C)(C)C |r|